FC1(CCC(CC1)C=1N=C(C2=C(N1)CN(CC2)C(\C=C\C)=O)C2=NN(C=C2)C)F (E)-1-(2-(4,4-difluorocyclohexyl)-4-(1-methyl-1H-pyrazol-3-yl)-5,8-dihydropyrido[3,4-d]pyrimidin-7(6H)-yl)but-2-en-1-one